C(C)(C)N(CC(=O)N1CCC(CC1)C=1C=C2C(=C(NC2=CC1)C=1C=C(C=2N(C1)N=CN2)C(F)(F)F)C(C)C)C 2-(isopropyl(methyl)amino)-1-(4-(3-isopropyl-2-(8-(trifluoromethyl)-[1,2,4]triazolo[1,5-a]pyridin-6-yl)-1H-indol-5-yl)piperidin-1-yl)ethan-1-one